CC=1C(=NC=C(N1)C1=CNC2=C(C=CC=C12)C(F)(F)F)OC1CN(CC1)C(C)=O 1-(3-((3-methyl-5-(7-(trifluoromethyl)-1H-indol-3-yl)pyrazin-2-yl)oxy)pyrrolidin-1-yl)ethan-1-one